CC=1C=C(C=C(C1)C)P 3,5-dimethylphenylphosphine